C1(=CC=CC=C1)N1C2=CC=CC=C2C=2C=C(C=CC12)C1(CC=C(C=C1)C1=CC=CC=C1)N 4-(9-phenyl-9H-3-carbazolyl)biphenyl-4-amine